BrC1=C(C=C2C(=NC(=NC2=C1OC1CC1)N1CCN(CC1)C)N1CCN(CC1)C(=O)OC(C)(C)C)Cl tert-butyl 4-(7-bromo-6-chloro-8-cyclopropoxy-2-(4-methylpiperazin-1-yl)quinazolin-4-yl)piperazin-1-carboxylate